FC(C(=O)O)(F)F.CN1C(=NC=2CNCCC21)C(=O)OC methyl 1-methyl-4,5,6,7-tetrahydro-1H-imidazo[4,5-c]pyridine-2-carboxylate trifluoroacetate salt